NC=1C=C(C=C(C1Br)F)C(=O)N1CCC(CC1)C=1C=CN=C2NC=NC12 (3-amino-4-bromo-5-fluorophenyl)[4-(3H-1,3,4-triazainden-7-yl)-1-piperidyl]methanone